ClC1=CC=C(C=C1)S(=O)(=O)C1C(CS(C1)(=O)=O)NCC(C)C 4-[(4-Chlorophenyl)sulfonyl]tetrahydro-N-(2-methylpropyl)-3-thiophenamine-1,1-dioxide